C1(CC1)S(=O)(=O)N[C@@H]1[C@@H](N(CC12CC2)C(=O)OC(C)(C)C)CC=2C(=C(C=CC2)C2=CC(=CC(=C2)F)F)F tert-butyl (6S,7S)-7-(cyclopropanesulfonamido)-6-((2,3',5'-trifluoro-[1,1'-biphenyl]-3-yl)methyl)-5-azaspiro[2.4]heptane-5-carboxylate